5-fluoro-4-(trifluoro-methyl)-benzoic acid methyl ester COC(C1=CC=C(C(=C1)F)C(F)(F)F)=O